4-pentadienol C=CC=C(C)O